N-[4-(2,4-difluorophenoxy)-3-(3-formyl-6-methyl-7-oxo-6,7-dihydro-1H-pyrrolo[2,3-c]pyridin-4-yl)phenyl]ethanesulfonamide FC1=C(OC2=C(C=C(C=C2)NS(=O)(=O)CC)C=2C3=C(C(N(C2)C)=O)NC=C3C=O)C=CC(=C1)F